3,5-difluoro-4-hydroxy-N-({(1r,4r)-4-[6-(5-methyl-1,3-thiazol-2-yl)-2H-indazol-2-yl]cyclohexyl}methyl)benzamide FC=1C=C(C(=O)NCC2CCC(CC2)N2N=C3C=C(C=CC3=C2)C=2SC(=CN2)C)C=C(C1O)F